OCCNCCN N'-(2-hydroxyethyl)ethane-1,2-diamine